(rac)-1-[3-(5-chloropyridin-2-yl)pyrazin-2-yl]ethan-1-ol ClC=1C=CC(=NC1)C=1C(=NC=CN1)[C@@H](C)O |r|